ClC=1C=C(C=CC1OCC1=NC=CC=C1)NC1=CC(=NC2=CC(=C(C=C12)NC(\C=C\CN(C)C)=O)OCC)C (E)-N-(4-((3-chloro-4-(pyridin-2-ylmethoxy)phenyl)amino)-7-ethoxy-2-methylquinolin-6-yl)-4-(dimethylamino)but-2-enamide